Tert-butyl 2-((4-cyanophenyl)amino)-4-(4-formyl-2,6-dimethylphenyloxy)-8,9-dihydro-5H-pyrimido[4,5-d]azepine-7(6H)-carboxylate C(#N)C1=CC=C(C=C1)NC=1N=C(C2=C(CCN(CC2)C(=O)OC(C)(C)C)N1)OC1=C(C=C(C=C1C)C=O)C